6a-fluoro-11b,21-dihydroxy-16a-methylpregna-1,4-diene-3,20,21-trione F[C@H]1C[C@H]2[C@@H]3C[C@H]([C@H](C(C(=O)O)=O)[C@]3(C[C@@H]([C@@H]2[C@]2(C=CC(C=C12)=O)C)O)C)C